N1C(=NC2=C1C=CC=C2)CNC2=NN(C1=NC(=CN=C12)C1CC1)[C@@H]1C[C@H](C1)CO [trans-3-(3-{[(1H-benzimidazol-2-yl)methyl]amino}-6-cyclopropyl-1H-pyrazolo[3,4-b]pyrazin-1-yl)cyclobutyl]methanol